methyl rac-2-[[3-[2-bromo-4-fluoro-5-[3-methyl-2,6-dioxo-4-(trifluoromethyl)pyrimidin-1-yl]phenoxy]-2-pyridyl]oxy]-2-methoxy-acetate BrC1=C(OC=2C(=NC=CC2)O[C@H](C(=O)OC)OC)C=C(C(=C1)F)N1C(N(C(=CC1=O)C(F)(F)F)C)=O |r|